ClC1=C(C=CC(=C1)C(F)(F)F)NC(=O)C1(CCC1)N1N=CC(=C1)CN1CCNCC1 N-(2-chloro-4-(trifluoromethyl)phenyl)-1-(4-(piperazin-1-ylmethyl)-1H-pyrazol-1-yl)cyclobutane-1-carboxamide